C(C)(=O)N1CCC(=CC1)C1=CC=C(S1)CN1C(N(N=C1)CC(=C(F)F)CN)=O 4-[[5-(1-acetyl-3,6-dihydro-2H-pyridin-4-yl)-2-thienyl]methyl]-2-[2-(aminomethyl)-3,3-difluoro-allyl]-1,2,4-triazol-3-one